3-(4-fluoro-5-(((2R,3S)-3-((1-(oxetan-3-yl)ethyl)amino)tetrahydro-2H-pyran-2-yl)methyl)-1-oxoisoindolin-2-yl)piperidine-2,6-dione FC1=C2CN(C(C2=CC=C1C[C@H]1OCCC[C@@H]1NC(C)C1COC1)=O)C1C(NC(CC1)=O)=O